Br.N[C@H](C)C=1SC(=CN1)C(=O)NC1=NC=C(C(=C1)C(F)(F)F)Cl 2-((1R)-1-aminoethyl)-N-(5-chloro-4-(trifluoromethyl)pyridin-2-yl)-1,3-thiazole-5-carboxamide hydrobromide